C1(CC1)C1=NNC(=N1)C1CC2(CN(C2)C(=O)C23CC(C2)(C3)NC3=NC=C(N=C3)C(F)(F)F)C1 [6-(3-cyclopropyl-1H-1,2,4-triazol-5-yl)-2-azaspiro[3.3]heptan-2-yl]-[3-[[5-(trifluoromethyl)pyrazin-2-yl]amino]-1-bicyclo[1.1.1]pentanyl]methanone